OCl.[Na] sodium hydroxy chloride